(3S)-6-bromo-7-chloro-5-(2,6-dichlorophenyl)-3-methyl-3H-1,4-benzodiazepine-2-Amine BrC1=C(C=CC2=C1C(=N[C@H](C(=N2)N)C)C2=C(C=CC=C2Cl)Cl)Cl